C(=O)(O)CCCCN(CCC1=C(C=CC(=C1)F)OCC1=CC=C(C=C1)C1=CC=C(C=C1)C(F)(F)F)CC1=CC=C(C(=O)O)C=C1 4-({(4-carboxy-butyl)[2-(5-fluoro-2-{[4'-(trifluoromethyl)biphenyl-4-yl]methoxy}phenyl)ethyl]amino}methyl)benzoic acid